(Z)-1-(3-(5-(dimethylamino)-2-propylphenyl)-4-oxothiazolidin-2-ylidene)-3-(4-(1-(5-(trifluoromethoxy)pyridin-2-yl)-1H-1,2,4-triazol-3-yl)-2-(trifluoromethyl)phenyl)urea CN(C=1C=CC(=C(C1)N1/C(/SCC1=O)=N/C(=O)NC1=C(C=C(C=C1)C1=NN(C=N1)C1=NC=C(C=C1)OC(F)(F)F)C(F)(F)F)CCC)C